C(C)NC=1C=C(C=C2C(C(NC12)=O)(N1C[C@@H](CCC1)NC1=CC=C(C=C1)S(=O)(=O)C=C)C)F 7-(ethylamino)-5-fluoro-3-methyl-3-[(3R)-3-(4-vinylsulfonylanilino)-1-piperidyl]indolin-2-one